rac-(1S*,2R*)-N-(Benzo[d][1,3]dioxol-5-ylmethyl)-N-(4,4-difluorocyclohexyl)-2-(4-methylphenylsulfonimidoyl)cyclopentane-1-carboxamide O1COC2=C1C=CC(=C2)CN(C(=O)[C@H]2[C@@H](CCC2)S(=O)(=N)C2=CC=C(C=C2)C)C2CCC(CC2)(F)F |r|